1,16-dichlorohexadecane ClCCCCCCCCCCCCCCCCCl